1,1'-diethylamino-4,4'-bipyridine C(C)NN1C=CC(C=C1)=C1C=CN(C=C1)NCC